OCCN(CCCCCCCC(=O)OC(CCCCCCCC)CCCCCCCF)CCCCCC(=O)OCCCCCCCCC(C)C 1-(7-fluoroheptyl)nonyl 8-{(2-hydroxyethyl)[5-(9-methyldecyloxycarbonyl)pentyl]amino}octanoate